N-{2-[4-(acetylamino)phenyl]-3-bromo-1-benzofuran-5-yl}-1-[(2R)-2-(dimethylamino)-2-phenylacetyl]-L-prolinamide C(C)(=O)NC1=CC=C(C=C1)C=1OC2=C(C1Br)C=C(C=C2)NC([C@H]2N(CCC2)C([C@@H](C2=CC=CC=C2)N(C)C)=O)=O